N1(N=NC2=C1C=CC=C2)CC(=O)N(CC2=CSC=C2)C2=CC=C(C=C2)C=2C=NN(C2)C 2-(Benzotriazol-1-yl)-N-[4-(1-methylpyrazol-4-yl)phenyl]-N-(3-thienylmethyl)acetamide